C(C=C)OC(C(COC(=O)OC(C)N1N=C(C(=N1)C#N)C1=CC(=CC=C1)\C=C\C1=NC=CC(=N1)C(F)(F)F)(C)C)=O 3-[1-(4-cyano-5-{3-[(E)-2-(4-trifluoromethylpyrimidin-2-yl)-vinyl]-phenyl}-2H-[1,2,3]triazol-2-yl)-ethoxycarbonyloxy]-2,2-dimethyl-propionic acid allyl ester